(R)-N-(1-cyclopropyl-2-oxo-1,2-dihydropyridin-3-yl)-7-isopropoxy-2-(tetrahydro-2H-pyran-3-yl)imidazo[1,2-a]pyrimidine-6-carboxamide C1(CC1)N1C(C(=CC=C1)NC(=O)C=1C(=NC=2N(C1)C=C(N2)[C@@H]2COCCC2)OC(C)C)=O